ClC=1C=CC2=C(CCC=3C(=NC=CC3C(F)(F)F)C2=C2CCN(CC2)C(=O)OCC)C1 Ethyl 4-(8-chloro-4-(trifluoromethyl)-5,6-dihydro-11H-benzo[5,6]cyclohepta[1,2-b]pyridin-11-ylidene)piperidine-1-carboxylate